FC(C=1C=C(C=C(C1)C(F)(F)F)B(C1=CC=C(C=C1)C(F)(F)F)C1=CC(=CC(=C1)C(F)(F)F)C(F)(F)F)(F)F Bis(3,5-bis(trifluoromethyl)phenyl)(4-trifluoromethylphenyl)boran